phenyl(spiro[3.3]heptan-2-yl)methyl ((2-(2,6-dioxopiperidin-3-yl)-3-oxoisoindolin-5-yl)methyl)carbamate O=C1NC(CCC1N1CC2=CC=C(C=C2C1=O)CNC(OC(C1CC2(C1)CCC2)C2=CC=CC=C2)=O)=O